COC=1C(=C2C=CNC2=C(C1)C)CN1C(C2C(C1)CCC2)C2=CC=C(C(=O)O)C=C2 4-(2-((5-methoxy-7-methyl-1H-indol-4-yl)methyl)octahydrocyclopenta[c]pyrrol-1-yl)benzoic acid